C(C)C(CCO)NC(C(C)(C)N=NC(C)(C)C(NC(CCO)CC)=O)=O N-(1-Ethyl-3-hydroxypropyl)-2-[1-(1-ethyl-3-hydroxypropylcarbamoyl)-1-methylethylazo]-2-methylpropionamide